BrC1=C(C(=C(C=C1)CC(=O)OC)F)Cl Methyl 2-(4-bromo-3-chloro-2-fluoro-phenyl)acetate